5-[1-(8-chloroimidazo[3,2-a]pyridin-6-yl)-3-methylcyclobutyl]-4-methyl-1,2,4-triazacyclopentane ClC=1C=2N(C=C(C1)C1(CC(C1)C)C1N(CNN1)C)C=CN2